phenyl α-triethylsilylpropionate C(C)[Si](C(C(=O)OC1=CC=CC=C1)C)(CC)CC